2-(2-Chloro-6-methoxyphenoxy)-1-(4-(5-(chlorodifluoromethyl)-1,2,4-oxadiazol-3-yl)phenyl)-ethan-1-on ClC1=C(OCC(=O)C2=CC=C(C=C2)C2=NOC(=N2)C(F)(F)Cl)C(=CC=C1)OC